2-((7-(3-chloro-4-fluorophenyl)-5-methyl-4,5,6,7-tetrahydrothiazolo[4,5-c]pyridin-2-yl)amino)-2-oxoethyl methylsulfamate CNS(OCC(=O)NC=1SC2=C(CN(CC2C2=CC(=C(C=C2)F)Cl)C)N1)(=O)=O